5-[(3S,5S)-4-tert-butoxycarbonyl-3,5-dimethyl-piperazin-1-yl]-2-(2-methoxyethoxy)quinazoline-8-carboxylic acid C(C)(C)(C)OC(=O)N1[C@H](CN(C[C@@H]1C)C1=C2C=NC(=NC2=C(C=C1)C(=O)O)OCCOC)C